1-(4-(2-Phenoxyethoxy)phenethyl)-1H-benzo[d]imidazole O(C1=CC=CC=C1)CCOC1=CC=C(CCN2C=NC3=C2C=CC=C3)C=C1